C(CCCCCCC\C=C/CCCCCCCC)(=O)OC(CO)CO L-2-oleoyl-glycerol